6-(2-Chlorobenzyl)-1-(2-hydroxyethyl)-4-oxo-1,4-dihydroquinoline-3-carboxylic acid ClC1=C(CC=2C=C3C(C(=CN(C3=CC2)CCO)C(=O)O)=O)C=CC=C1